FC=1C(=C2C=CN(C2=CC1)CCO)C1=CC(=C2NC(C=3N(C2=C1F)C(=NN3)C)(C)C)C 2-[5-Fluoro-4-(9-fluoro-1,4,4,6-tetramethyl-5H-[1,2,4]triazolo[4,3-a]quinoxalin-8-yl)-1H-indol-1-yl]-ethanol